C(#C)C1=CNC=2N=CN=C(C21)N2CC[C@@H]1[C@H]2CN(CC1)C(C=C)=O 1-((3aS,7aS)-1-(5-ethynyl-7H-pyrrolo[2,3-d]pyrimidin-4-yl)hexahydro-1H-pyrrolo[2,3-c]pyridin-6(2H)-yl)prop-2-en-1-one